C(=O)(C=C)N1CCC2C1CN(CC2)N2C(=C(C1=CC(=CC(=C21)C(=O)N)F)C)C (1-Acryloctahydro-6H-pyrrolo[2,3-c]pyridin-6-yl)-5-fluoro-2,3-dimethyl-1H-indole-7-carboxamide